C(C)C=1N=NNN1 5-ethyl-2H-tetrazole